fluorodisilane F[SiH2][SiH3]